(2S,4R)-1-(2-(3-(2-bromoacetyl)-5-(2-methylpyrimidin-5-yl)-1H-indazol-1-yl)acetyl)-N-(6-bromopyridin-2-yl)-4-fluoropyrrolidine-2-carboxamide BrCC(=O)C1=NN(C2=CC=C(C=C12)C=1C=NC(=NC1)C)CC(=O)N1[C@@H](C[C@H](C1)F)C(=O)NC1=NC(=CC=C1)Br